(S)-2-(5-chloro-2-((5-cyanopyridin-3-yl)methoxy)-4-(3-(1-(3-(4-fluoropiperidine-1-yl)propyl)indoline-4-yl)-2-methylbenzyloxy)benzylamino)-3-hydroxyl-2-methylpropionic acid ClC=1C(=CC(=C(CN[C@](C(=O)O)(CO)C)C1)OCC=1C=NC=C(C1)C#N)OCC1=C(C(=CC=C1)C1=C2CCN(C2=CC=C1)CCCN1CCC(CC1)F)C